OCCC1(C(NC2=CC(=CC=C12)C#CC1=NC=CC2=CN=C(C=C12)NC1=CC=C(C=C1)S(=O)(=N)C(C)C)=O)C 3-(2-hydroxyethyl)-3-methyl-6-((7-((4-(propan-2-ylsulfonimidoyl)phenyl)amino)-2,6-naphthyridin-1-yl)ethynyl)indolin-2-one